FC1=C(C=C(OC2CC(C2)(NCC2=C3C=CN=CC3=CC=C2F)C)C=C1)C(F)(F)F (1r,3r)-3-(4-fluoro-3-(trifluoromethyl)phenoxy)-N-((6-fluoroisoquinolin-5-yl)methyl)-1-methylcyclobutane-1-amine